CCCCCCCCCCCCCCCCCCC(=O)O n-nonadecanoic acid